C(C)(C)C(C(=O)[O-])C(C(=O)[O-])CC(C)C 2-Isopropyl-3-isobutylsuccinate